4-methyl-N-(5-(3-(p-tolyl)ureido)benzo[d]thiazol-2-yl)benzenesulfonamide CC1=CC=C(C=C1)S(=O)(=O)NC=1SC2=C(N1)C=C(C=C2)NC(=O)NC2=CC=C(C=C2)C